NC1=NC=CC=C1C1=NC=2C(=NC(=CC2)N2N=CC(=C2)F)N1C=1C=C2CC[C@@H](C2=CC1)NC1CCN(CC1)C(C=C)=O (S)-1-(4-((5-(2-(2-aminopyridin-3-yl)-5-(4-fluoro-1H-pyrazol-1-yl)-3H-imidazo[4,5-b]pyridin-3-yl)-2,3-dihydro-1H-inden-1-yl)amino)piperidin-1-yl)prop-2-en-1-one